CC=1C=CC(=PC1)C(=O)O 5-methylphosphinine-2-carboxylic acid